N-(6-aminobenzo[d]thiazol-2-yl)-5-methylpyrazine-2-carboxamide NC1=CC2=C(N=C(S2)NC(=O)C2=NC=C(N=C2)C)C=C1